N[C@@H]1C2=CC=CC=C2CC12CCN(CC2)C=2NC(C1=C(N2)NN=C1C=1C=2C=CC=NC2CC(C1)(C)C)=O (S)-6-(1-amino-1,3-dihydrospiro[indene-2,4'-piperidin]-1'-yl)-3-(7,7-dimethyl-7,8-dihydroquinolin-5-yl)-1,5-dihydro-4H-pyrazolo[3,4-d]pyrimidin-4-one